CC1=CC2=CC=CC=C2C=C1 beta-METHYL-NAPHTHALENE